1-((2-((S)-amino(4,4-difluorocyclohexyl)methyl)imidazo[1,2-b]pyridazin-7-yl)methyl)-5-methyltetrahydropyrimidin-2(1H)-one N[C@H](C=1N=C2N(N=CC(=C2)CN2C(NCC(C2)C)=O)C1)C1CCC(CC1)(F)F